N[C@@](COC)(C)C1=C2C=C(N=CC2=C(N=C1)OC1CC1)NC1=CC=C2C(=N1)[C@H]([C@@H](OC2=O)C)C (7S,8R)-2-((5-((S)-2-amino-1-methoxypropan-2-yl)-8-cyclopropoxy-2,7-naphthyridin-3-yl)amino)-7,8-dimethyl-7,8-dihydro-5H-pyrano[4,3-b]Pyridin-5-one